2-methoxy-4-(piperidin-1-yl)-N-((5-(thiophen-2-yl)-1,3,4-oxadiazol-2-yl)methyl)benzamide COC1=C(C(=O)NCC=2OC(=NN2)C=2SC=CC2)C=CC(=C1)N1CCCCC1